FC(C1=CC=C(CN2[C@H](CC3(CC3)CC2)C(=O)NC2(CC2)C2=CC=C(C(=O)O)C=C2)C=C1)(F)F (R)-4-(1-(6-(4-(trifluoromethyl)benzyl)-6-azaspiro[2.5]octane-5-carboxamido)cyclopropyl)-benzoic acid